N-[2-(3,5-dimethoxyphenyl)ethyl]-2-[1-[(4-methylphenyl)methyl]-5-oxopyrrolidin-2-yl]acetamid COC=1C=C(C=C(C1)OC)CCNC(CC1N(C(CC1)=O)CC1=CC=C(C=C1)C)=O